9,9-dimethyl-N-phenyl-N-(4'-phenyl[1,1':2',1'':4'',1'''-quaterphenyl]-4''-yl)-9H-fluorene-2-amine CC1(C2=CC=CC=C2C=2C=CC(=CC12)N(C1(CC=C(C=C1)C=1C(=CC=C(C1)C1=CC=CC=C1)C1=CC=CC=C1)C1=CC=CC=C1)C1=CC=CC=C1)C